(R)-2-(3-((6-(2-Hydroxy-4,6-dimethylphenyl)-1,2,4-triazin-3-yl)amino)piperidine-1-yl)acetamide OC1=C(C(=CC(=C1)C)C)C1=CN=C(N=N1)N[C@H]1CN(CCC1)CC(=O)N